CC1=CC2=C(C(=C1)O)C(=O)C3=C([C@@H]2[C@H]4[C@@H]([C@H]([C@H]([C@@H](O4)O)O)OC(=O)C=C(C)C)O)C=CC=C3O The molecule is a C-glycosyl compound that is 1,8-dihydroxy-3-methylanthracen-9(10H)-one substituted by a 3-O-senecioyl-alpha-L-lyxopyranosyl moiety at position 10 via a C-glycosidic linkage (the 10S stereoisomer). It is isolated from the leaves of Alvaradoa haitiensis and exhibits cytotoxicity against human oral epidermoid carcinoma. It has a role as a metabolite and an antineoplastic agent. It is a C-glycosyl compound, a member of anthracenes and a polyphenol. It derives from a 3-methylbut-2-enoic acid.